C(CC)OC=1C2=CC=CC=C2C(=C2C=CC=CC12)OCCC 9,10-bis(n-propyloxy)anthracene